2-(hydroxymethyl)propane-1,3-diol OCC(CO)CO